phenyl-(4-phenylphenyl)phosphine oxide C1(=CC=CC=C1)P(C1=CC=C(C=C1)C1=CC=CC=C1)=O